N-(5-fluoro-6-(4-(2-methyl-1,1-dioxidotetrahydrothiophen-2-yl)-1H-imidazol-1-yl)pyridin-3-yl)-2-(5-methyl-3-(trifluoromethyl)-1H-pyrazol-1-yl)acetamide FC=1C=C(C=NC1N1C=NC(=C1)C1(S(CCC1)(=O)=O)C)NC(CN1N=C(C=C1C)C(F)(F)F)=O